3-(6-(4-(2-(((1r,4r)-4-(4-bromo-3-methylphenoxy)cyclohexyl)oxy)ethyl)piperazin-1-yl)-1-methyl-1H-pyrazolo[3,4-b]pyridin-3-yl)piperidine-2,6-dione BrC1=C(C=C(OC2CCC(CC2)OCCN2CCN(CC2)C2=CC=C3C(=N2)N(N=C3C3C(NC(CC3)=O)=O)C)C=C1)C